2-[2-(3,3-dimethylcyclobutyl)-1,3-dioxolan-2-yl]-N'-hydroxy-acetamidine CC1(CC(C1)C1(OCCO1)CC(=NO)N)C